BrC1=CN=C(S1)C(=O)N[C@@H]1C[C@H](C1)NC(OC(C)(C)C)=O tert-butyl ((trans)-3-(5-bromothiazole-2-carboxamido)cyclobutyl)carbamate